bis(2-hydroxypropyl)-dimethyl-ammonium methylsulfate COS(=O)(=O)[O-].OC(C[N+](C)(C)CC(C)O)C